N1C(CSCC1)C(=O)O.C(=O)(O)C1NCCSC1 3-carboxythiomorpholine (Thiomorpholine-3-carboxylate)